N=1C=CN2C1C[C@@H](CC2)COC2=CC=C(C=N2)CNC2=C1C=CN=C(C1=CC=C2)NC([O-])=O |o1:6| (R*)-(5-(((6-((5,6,7,8-tetrahydroimidazo[1,2-a]pyridin-7-yl)methoxy)pyridin-3-yl)methyl)amino)isoquinolin-1-yl)carbamate